C1(=CC(=CC=C1)C(=O)O)C1=CC=CC=C1 [1,1-biphenyl]-3-carboxylic acid